NC=1C=CC(=C(C1)C1=CC2=C(N=C(N=C2)NC)N(C1=O)C)Cl 6-(5-amino-2-chloro-phenyl)-8-methyl-2-(methylamino)pyrido[2,3-d]pyrimidin-7-one